BrC=1C=NC(=NC1)C1=CC=C(CNCC(=O)OC(C)(C)C)C=C1 Tert-butyl (4-(5-bromopyrimidin-2-yl)benzyl)glycinate